ClC1=NC=C(C2=CC=C(C=C12)OC(C(=O)[O-])COC)C1=C(C=CC=C1)C 2-((1-chloro-4-(o-tolyl)isoquinolin-7-yl)oxy)-3-methoxypropanoate